(1r,4r)-4-aminocyclohexane-1-carboxylic acid methyl ester COC(=O)C1CCC(CC1)N